2,2,2-trifluoroethyl 2-oxo-2-[[4-(trifluoromethyl)phenyl]methyl-[[6-(trifluoromethyl)-3-pyridyl]methyl]amino]acetate O=C(C(=O)OCC(F)(F)F)N(CC=1C=NC(=CC1)C(F)(F)F)CC1=CC=C(C=C1)C(F)(F)F